4-[[(2S,3S,4R,5R)-3-(3,4-Difluoro-2-methoxy-phenyl)-4,5-dimethyl-5-(trifluoromethyl)tetrahydrofuran-2-carbonyl]amino]-6-methyl-pyridin-2-carboxamid FC=1C(=C(C=CC1F)[C@H]1[C@H](O[C@]([C@@H]1C)(C(F)(F)F)C)C(=O)NC1=CC(=NC(=C1)C)C(=O)N)OC